7-Bromo-6-chloro-1H-indole-3-carbaldehyde BrC=1C(=CC=C2C(=CNC12)C=O)Cl